C(C1C(C(=O)Cl)CC=CC1)(=O)Cl 1,2,3,6-tetrahydrophthaloyl chloride